2,3-dihydro-5-methyl-1H-pyrrolizine-7-carboxaldehyde CC=1N2CCCC2=C(C1)C=O